NCCOCCOCCOCCOCCOCCOCCOCCOCCOCCOCCNC(OC(C)(C)C)=O tert-butyl (32-amino-3,6,9,12,15,18,21,24,27,30-decaoxadotriacontyl)carbamate